C(#N)C=1C(=NC2=CC(=C(C=C2C1NCC1CCOCC1)NC(C)=O)OCC)CC N-(3-cyano-7-ethoxy-2-ethyl-4-(((tetrahydro-2H-pyran-4-yl)methyl)amino)quinolin-6-yl)acetamide